4'-fluoro-2-methoxy-[1,1'-biphenyl]-4-amine FC1=CC=C(C=C1)C1=C(C=C(C=C1)N)OC